C(N)(=O)C1(CCC1)NC(=O)C1=C(OC2=C1C=C(C=C2)OC(CO)C2=C(C=CC=C2)F)C N-(1-carbamoyl-cyclobutyl)-5-(1-(2-fluorophenyl)-2-hydroxyethoxy)-2-methylbenzofuran-3-carboxamide